ClC1=CC=C(C=C1)C1(N(C(C2=CC(=CC(=C12)F)C(C)(C)O)=O)CC1=NC=C(C=N1)Cl)OCC1(CC1)CO 3-(4-Chlorophenyl)-2-[(5-chloropyrimidin-2-yl)methyl]-4-fluoro-3-{[1-(hydroxymethyl)cyclopropyl]methoxy}-6-(2-hydroxypropan-2-yl)-2,3-dihydro-1H-isoindol-1-on